6-(4-chloro-3-isopropyl-3H-imidazo[4,5-c]pyridin-6-yl)-3,3-dimethyl-1-((1s,3s)-3-(piperidin-1-yl)cyclobutyl)indolin-2-one ClC1=NC(=CC2=C1N(C=N2)C(C)C)C2=CC=C1C(C(N(C1=C2)C2CC(C2)N2CCCCC2)=O)(C)C